1-benzyl-N5-((1R,2R)-2-(ethoxymethyl)cyclopropyl)-N3-methyl-2-oxo-1,2-dihydropyridine-3,5-dicarboxamide C(C1=CC=CC=C1)N1C(C(=CC(=C1)C(=O)N[C@H]1[C@@H](C1)COCC)C(=O)NC)=O